COC(CNC1=C(C=C(C=C1)C1=NNC(OC1)=O)C(F)(F)F)(C)C 5-{4-[(2-Methoxy-2-methylpropyl)amino]-3-(trifluoromethyl)phenyl}-3,6-dihydro-2H-1,3,4-oxadiazin-2-one